CN1C=CC=2C1=NC(=CC2CN2CC1C(C2)COC1)C=1C=C2CN(C(C2=CC1)=O)C1C(NC(CC1)=O)=O 3-(5-(1-methyl-4-((tetrahydro-1H-furo[3,4-c]pyrrol-5(3H)-yl)methyl)-1H-pyrrolo[2,3-b]pyridin-6-yl)-1-oxoisoindolin-2-yl)piperidine-2,6-dione